N1N=CC2=C1CN(CC2)C#N 1,4,5,7-tetrahydro-6H-pyrazolo[3,4-c]pyridine-6-carbonitrile